COC1=CC=C2C(=CC(OC2=C1)=O)C(C)=O 7-methoxy-4-(2-oxo-2-ethyl)-2H-chromen-2-one